(R)-4-Acryloyl-2-methylpiperazine C(C=C)(=O)N1C[C@H](NCC1)C